Chromium bromide [Br-].[Cr+3].[Br-].[Br-]